trans-N-phenyl-2-(1-(phenylsulfonyl)indolin-5-yl)cyclopropylamine C1(=CC=CC=C1)N[C@H]1[C@@H](C1)C=1C=C2CCN(C2=CC1)S(=O)(=O)C1=CC=CC=C1